oxoantimony O=[Sb]